3-[4-(5-bromopyrimidin-2-yl)-1,3-thiazol-2-yl]-9-fluoro-1,3,4,11,12,12a-hexahydropyrido[1,2-b][2]benzazepin-6(2H)-one BrC=1C=NC(=NC1)C=1N=C(SC1)C1CCC2N(C(C3=C(CC2)C=C(C=C3)F)=O)C1